BrC1=CC=C(COC2=C(C=C(C=C3C(N(C(S3)=S)CC(=O)O)=O)C=C2)OC)C=C1 (5-{4-[(4-bromobenzyl)oxy]-3-methoxybenzylidene}-4-oxo-2-thioxo-1,3-thiazolidin-3-yl)acetic acid